N-(1-(2-chloroquinolin-4-yl)cyclopropyl)-2-methyl-4-((thiazol-4-ylmethoxy)methyl)benzamide ClC1=NC2=CC=CC=C2C(=C1)C1(CC1)NC(C1=C(C=C(C=C1)COCC=1N=CSC1)C)=O